6-(6-methoxypyridin-3-yl)-7H-pyrrolo[2,3-d]pyrimidin COC1=CC=C(C=N1)C1=CC2=C(N=CN=C2)N1